C(C)N(CC)CCCCCCCCCC N,N-diethyl-decylamine